4,4'-bis(2-morpholino-4-anilino-s-triazin-6-ylamino)stilbenedisulfonic acid O1CCN(CC1)C1=NC(=NC(=N1)NC1=CC=CC=C1)NC1=C(C(=C(C=C1)C=CC1=CC=C(C=C1)NC1=NC(=NC(=N1)N1CCOCC1)NC1=CC=CC=C1)S(=O)(=O)O)S(=O)(=O)O